(R,2R)-N'-(((S)-2-fluoro-1,2,3,5,6,7-hexahydro-s-indacen-4-yl)carbamoyl)-2-(methoxymethyl)-2,3-dihydropyrazolo[5,1-b]oxazole-7-sulfonimidamide F[C@H]1CC2=CC=3CCCC3C(=C2C1)NC(=O)N=[S@](=O)(N)C=1C=NN2C1O[C@H](C2)COC